((2S,6R)-2,6-dimethyl-morpholino)(4-(pyridin-2-yl)-2-(4-(trifluoromethyl)pyridin-2-ylamino)thiazol-5-yl)methanone C[C@@H]1O[C@@H](CN(C1)C(=O)C1=C(N=C(S1)NC1=NC=CC(=C1)C(F)(F)F)C1=NC=CC=C1)C